CC1=CC=C2C=CC=NC2=C1S(=O)(=O)NC1=C(C=CC=C1)C#CC=1C=CC(=NC1)C(=O)OCCCCN(C)C 4-(dimethylamino)butyl 5-{2-[2-(7-methylquinoline-8-sulfonamido)phenyl]ethynyl}pyridine-2-carboxylate